OC1=C(C=CC(=C1)O)C(\C=C\C1=CC=C(C=C1)N1CCCCC1)=O (E)-1-(2,4-Dihydroxyphenyl)-3-(4-(piperidin-1-yl)phenyl)prop-2-en-1-one